Tert-butyl (1-((2S,4S)-4-azido-1-((2-nitrophenyl)sulfonyl)pyrrolidin-2-yl)-2-methyl-1-oxo-5,8,11-trioxa-2-azatridecan-13-yl)(methyl)carbamate N(=[N+]=[N-])[C@H]1C[C@H](N(C1)S(=O)(=O)C1=C(C=CC=C1)[N+](=O)[O-])C(N(CCOCCOCCOCCN(C(OC(C)(C)C)=O)C)C)=O